C(#N)C1=CN(C2=NC(=CC(=C21)C2=C(C(=CC=C2C)O)C)C(=O)N)C2=NC=CC=C2F 3-cyano-1-(3-fluoropyridin-2-yl)-4-(3-hydroxy-2,6-dimethylphenyl)-1H-pyrrolo[2,3-b]pyridine-6-carboxamide